tert-butyl 4-(4-{3-cyano-4-hydroxypyrazolo[1,5-a]pyridin-6-yl}-5-methylpyrazol-1-yl)piperidine-1-carboxylate C(#N)C=1C=NN2C1C(=CC(=C2)C=2C=NN(C2C)C2CCN(CC2)C(=O)OC(C)(C)C)O